2-((1-methyl-1H-benzo[d]imidazol-2-yl)amino)benzo[d]oxazole-5-carboxylic acid ethyl ester C(C)OC(=O)C=1C=CC2=C(N=C(O2)NC2=NC3=C(N2C)C=CC=C3)C1